ethyl 5-(4-fluorophenyl)-5-phenyl-2-isoxazoline-3-carboxylate FC1=CC=C(C=C1)C1(CC(=NO1)C(=O)OCC)C1=CC=CC=C1